N-(2-cyclopropylpyridin-4-yl)-1-(1-oxo-1,2-dihydroisoquinolin-5-yl)-5-(trifluoromethyl)-1H-pyrazole-4-carboxamide C1(CC1)C1=NC=CC(=C1)NC(=O)C=1C=NN(C1C(F)(F)F)C1=C2C=CNC(C2=CC=C1)=O